C=CCSSSCC=C trithio-di-propene